CC(C)[C@@H](C(=O)O)NC(=O)CN N-glycyl-L-valine